3-(1-acryloylazetidin-3-yl)-N-(1-methylcyclopropyl)-1-((1-methylcyclopropyl)methyl)-2,4-dioxo-1,2,3,4-tetrahydroquinazoline-6-sulfonamide C(C=C)(=O)N1CC(C1)N1C(N(C2=CC=C(C=C2C1=O)S(=O)(=O)NC1(CC1)C)CC1(CC1)C)=O